rac-trans-4-(3,4-dimethylbenzyl)-6-(pyridin-3-yl)-4-azaspiro[2.4]heptane-7-carbonitrile CC=1C=C(CN2C3(CC3)[C@H]([C@@H](C2)C=2C=NC=CC2)C#N)C=CC1C |r|